FC1=C(COC2=C(C(N(C(=C2)C)C2=CC=C(C(=O)NO)C=C2)=O)Br)C=CC(=C1)F 4-(4-(2,4-difluorobenzyloxy)-3-bromo-6-methyl-2-oxopyridin-1(2H)-yl)-N-hydroxybenzoamide